1,3,5-Triazine-2,4,6(1H,3H,5H)-trione compd. with 1,3,5-triazine-2,4,6-triamine N1=C(N=C(N=C1N)N)N.N1C(NC(NC1=O)=O)=O